FC1=C(C=C(C=C1)C=1C=C2C(=NC1)NC(N2CC=2C=NC=C(C2)C)=O)C 6-(4-fluoro-3-methyl-phenyl)-1-[(5-methyl-3-pyridyl)methyl]-3H-imidazo[4,5-b]pyridin-2-one